octenyl-succinic acid sodium salt [Na+].C(=CCCCCCC)C(C(=O)[O-])CC(=O)[O-].[Na+]